cesium cyclopropaneformate C1(CC1)C(=O)[O-].[Cs+]